dimethylindoline-3-carboxamide CC1(NC2=CC=CC=C2C1C(=O)N)C